2-(4-(6-azidohexanamido)piperidin-1-yl)thiazole N(=[N+]=[N-])CCCCCC(=O)NC1CCN(CC1)C=1SC=CN1